2-(butyldecylamino)ethanol C(CCC)N(CCO)CCCCCCCCCC